1-(phenylmethyl)-4-ethylbenzene C1(=CC=CC=C1)CC1=CC=C(C=C1)CC